[Pb](Cl)I.C(=[NH2+])N.[Cs+] cesium formamidinium lead iodide chloride